1-(5-fluoro-2-methylpyrimidin-4-yl)-3-methoxypropan-1-ol FC=1C(=NC(=NC1)C)C(CCOC)O